ClC1=C(C=C(C=C1)C(\C=C(/F)\C1=CC(=C(C(=O)NNC2=NC=CC=N2)C=C1)C(F)(F)F)C(F)(F)F)OC(F)(F)F (Z)-4-(3-(4-chloro-3-(trifluoromethoxy)phenyl)-1,4,4,4-tetrafluorobut-1-en-1-yl)-N'-(pyrimidin-2-yl)-2-(trifluoromethyl)benzoyl-hydrazine